2,5-dimethyl-2,5-di(α-cumyl-peroxy)hexyne CC(C)(C#CC(C)(OOC(C)(C)C1=CC=CC=C1)C)OOC(C)(C)C1=CC=CC=C1